C1(CCC1)N1N=CC(=C1)S(=O)(=O)NC(NC1=C2CCCC2=CC(=C1C1=CC=2N(C=C1)N=CC2)C)=O 1-cyclobutyl-N-((6-methyl-5-(pyrazolo[1,5-a]pyridin-5-yl)-2,3-dihydro-1H-inden-4-yl)carbamoyl)-1H-pyrazole-4-sulfonamide